C(C1=CC=CC=C1)OC(=O)N1CC2=CC(=C(C=C2CC1)C=1N(C(=C(C1)C(=O)O)C)C)C(=O)O 2-benzyloxycarbonyl-6-(4-carboxy-1,5-dimethyl-pyrrol-2-yl)-3,4-dihydro-1H-isoquinoline-7-carboxylic acid